methyl 4-(3,5-difluorophenyl)-4-oxobutanoate FC=1C=C(C=C(C1)F)C(CCC(=O)OC)=O